S1N=C(C2=C1C=CC=C2)N2CCN(CC2)CCN2C(C=1N(CC2)C(=NC1C)C)=O 7-[2-(4-Benzo[d]isothiazol-3-yl-piperazin-1-yl)-ethyl]-1,3-dimethyl-6,7-dihydro-5H-imidazo[1,5-a]pyrazin-8-one